FC1(CC1)[C@@](CC(=O)N[C@@H](C)C1=CC(=CC=C1)OC(F)(F)F)(C)O (S)-3-(1-fluorocyclopropyl)-3-hydroxy-N-((S)-1-(3-(trifluoro-methoxy)phenyl)ethyl)butanamide